C(C1=CC=C(N)C=C1)C1=C(N)C=CC=C1 2,4'-methylenebis(aniline)